C1(CC1)CC1(NC(=NC(=N1)NC1=CC=NC=C1)C1=CC=CC=C1)N 2-(cyclopropylmethyl)-6-phenyl-N4-(pyridin-4-yl)-1,3,5-triazine-2,4-diamine